COC=1NC=C(N1)C1(CCC(N1C)=O)C 5-(2-methoxy-1H-imidazol-4-yl)-1,5-dimethylpyrrolidin-2-one